C(C)OC=1C=C2C(=CN1)O[C@]1(CN([C@H](C1)C)C(=O)OC(C)(C)C)C2 tert-Butyl (2R,5'S)-5-ethoxy-5'-methyl-3H-spiro[furo[2,3-c]pyridine-2,3'-pyrrolidine]-1'-carboxylate